N1(N=CC=C1)C1=NC=CC=C1 2-(1H-pyrazol-1-yl)pyridine